6-chloro-2-fluoronaphthalene ClC=1C=C2C=CC(=CC2=CC1)F